FC1=C(C=C2CCN(C2=C1)[C@@H]1C(NC(CC1)=O)=O)C1CCN(CC1)C(=O)OC(C)(C)C tert-butyl 4-[6-fluoro-1-[(3S)-2,6-dioxo-3-piperidyl]indolin-5-yl]piperidine-1-carboxylate